3-(1H-Benzo[d]imidazol-6-yl)-2-(2,6-difluorophenyl)thiazolidin-4-on N1C=NC2=C1C=C(C=C2)N2C(SCC2=O)C2=C(C=CC=C2F)F